N-(3-aminopropyl)-diethanolamine NCCCN(CCO)CCO